N1=CC=C2N1C(=CC=C2)C=O (pyrazolo[1,5-a]pyridin-7-yl)methanone